C(C)OC(C(C(CCC1=C(C(=CC=C1)Cl)F)O)(F)F)=O 5-(3-chloro-2-fluorophenyl)-2,2-difluoro-3-hydroxyvaleric acid ethyl ester